NC=1C=C(NN1)[C@@H]1C[C@@H](CC1)N(C(O)=O)C1(CCC1)C.FC(C1=NN(C=C1C(=O)NC1=C2C(CC(C2=CC=C1)(C)C)C)C)(F)F 3-(trifluoromethyl)-1-methyl-N-(1,1,3-trimethylindan-4-yl)pyrazole-4-carboxamide (1R,3S)-3-(5-amino-2H-pyrazol-3-yl)cyclopentyl-N-(1-methylcyclobutyl)carbamate